2-tert-butyl-4-dodecylphenol C(C)(C)(C)C1=C(C=CC(=C1)CCCCCCCCCCCC)O